C(C)(=O)O[C@H]1[C@H](O[C@H]([C@@H]([C@H]1OC(C)=O)OC(C)=O)OC1=C(C=CC(=C1)F)C=O)COC(C)=O (2R,3S,4S,5R,6S)-2-(acetoxymethyl)-6-(5-fluoro-2-formylphenoxy)tetra-hydro-2H-pyran-3,4,5-triyl triacetate